NC=1C(=C(C(=C(C(=O)OC)C1)C)C)C methyl 5-amino-2,3,4-trimethylbenzoate